phenethyl oleate C(CCCCCCC\C=C/CCCCCCCC)(=O)OCCC1=CC=CC=C1